CN(N)C1=NC2=CC=CC=C2N=C1 1-methyl-1-quinoxalin-2-yl-hydrazine